N1=C(C=CC=C1)CCOC1=C2N=C(N(C2=NC(=N1)Cl)N=CC=1C=C(C=CC1)C)C N-(6-(2-(pyridin-2-yl)ethoxy)-2-chloro-8-methyl-9H-purin-9-yl)(m-tolyl)methanimine